CSCC1=CC(=C(C(=C1)F)F)F 3,4,5-trifluorobenzyl methyl sulfide